N-methoxy-N-methyl-2-(1,2,3,6-tetrahydropyridin-4-yl)pyrimidine-5-carboxamide CON(C(=O)C=1C=NC(=NC1)C=1CCNCC1)C